C(C)OC1(C(CCC1)OCC1=CC=CC=C1)C(F)(F)F (((2-ethoxy-2-(trifluoromethyl)cyclopentyl)oxy)methyl)benzene